C(#N)C1=C(OC2=CC(=NC=N2)OC2=C(C=CC=C2)C(C(=O)OC)=COC)C=CC=C1 methyl 2-[2-(6-(2-cyanophenoxy) pyrimidin-4-yloxy) phenyl]-3-methoxyacrylate